FC1=CC=C(C=C1)[C@H]1[C@@H](CN(C1)CCOC)NC(=O)NC1=C(C(=NN1C1=CC=CC=C1)C1=NC(=NO1)C(F)(F)F)C ((3S,4R)-4-(4-fluorophenyl)-1-(2-methoxyethyl)pyrrolidin-3-yl)-3-(4-methyl-1-phenyl-3-(3-(trifluoromethyl)-1,2,4-oxadiazol-5-yl)-1H-pyrazol-5-yl)urea